O[C@H]1C([C@H]2[C@@H]3CC[C@H]([C@@H](CCC(=O)O)C)[C@]3(CC[C@@H]2[C@]2(CCCC[C@@H]12)C)C)=O α,6α-hydroxy-7-keto-5β-cholanic acid